F[C@@H]1CN(CC[C@@H]1CN)C=1C=2N(C=C(N1)C=1C=NN(C1)C)N=CC2 ((3S,4R)-3-fluoro-1-(6-(1-methyl-1H-pyrazol-4-yl)pyrazolo[1,5-a]pyrazin-4-yl)piperidin-4-yl)methanamine